tert-butyl 3-(4-methoxyphenyl)-2-oxoindoline-1-carboxylate COC1=CC=C(C=C1)C1C(N(C2=CC=CC=C12)C(=O)OC(C)(C)C)=O